tert-butyl 5-amino-4-(6-bromo-7-hydroxy-1-oxoisoindolin-2-yl)-5-oxopentanoate NC(C(CCC(=O)OC(C)(C)C)N1C(C2=C(C(=CC=C2C1)Br)O)=O)=O